(5-(3-methoxy-1H-pyrazol-5-yl)-1-oxoisoindolin-2-yl)-1-(4-methoxybenzyl)piperidine-2,6-dione COC1=NNC(=C1)C=1C=C2CN(C(C2=CC1)=O)C1C(N(C(CC1)=O)CC1=CC=C(C=C1)OC)=O